CN(C(C)CC1=CC2=C(C=C1)OCO2)C N,N-dimethyl-3,4-methylenedioxyamphetamine